ClC1=C(C=C(C=C1)F)NC1=NC=C(C=C1NC(C1=CC(=CC(=C1)C(F)(F)F)F)=O)C=1C=NN(C1)C(F)F N-{2-[(2-chloro-5-fluorophenyl)amino]-5-[1-(difluoromethyl)-1H-pyrazol-4-yl]pyridin-3-yl}-3-fluoro-5-(trifluoromethyl)benzamide